COC(CCC1CCN(CC1)C1=CC=C2C(=NN(C2=C1)C)C1C(NC(CC1)=O)=O)OC 3-[6-[4-(3,3-dimethoxypropyl)-1-piperidyl]-1-methyl-indazol-3-yl]piperidine-2,6-dione